N-[(5-chloro-4-fluoro-1H-benzimidazol-2-yl)methyl]-8-cyclopropyl-2-(methanesulfonyl)pyrazolo[1,5-a][1,3,5]triazin-4-amine ClC1=C(C2=C(NC(=N2)CNC2=NC(=NC=3N2N=CC3C3CC3)S(=O)(=O)C)C=C1)F